N1CCC(CC1)C1=CC=NO1 5-(piperidin-4-yl)isoxazol